C(#N)C1=NC(=CC(=N1)Cl)Cl 2-cyano-4,6-dichloropyrimidine